tert-butyl 4-(1-(2-(cyclopent-1-en-1-yl)-5-methoxy-4-nitrophenyl)piperidin-4-yl)piperazine-1-carboxylate C1(=CCCC1)C1=C(C=C(C(=C1)[N+](=O)[O-])OC)N1CCC(CC1)N1CCN(CC1)C(=O)OC(C)(C)C